C(CC(=C)C)C1=C(C=C(C=2C(C(=C(OC12)C1=C(C(O)=C(O)C=C1)CCC(=C)C)O)=O)O)O 8,2'-diisopentenyl-quercetin